CC=1C=C(C=NC1)CN1N=C(C=CC1=O)C=1C=NC(=NC1)OCC(F)(F)F 2-((5-methylpyridin-3-yl)methyl)-6-(2-(2,2,2-trifluoroethoxy)pyrimidin-5-yl)pyridazine-3(2H)-one